O1CCOC2=C1C=CC=C2C2=CC=C(C(=N2)OC)NC2=CC=C(C=C2)CNC[C@@H]2NCCOC2 [6-(2,3-Dihydro-benzo[1,4]dioxin-5-yl)-2-methoxy-pyridin-3-yl]-(4-{[((S)-1-morpholin-3-ylmethyl)-amino]-methyl}-phenyl)-amine